C(C1=CC=CC=C1)OC(=O)N(CC(CCC=C)(C)C)C[C@]12C[C@H](N([C@@H]2C1)C(=O)OC(C)(C)C)C(NC1CC(C1)(C)C)=O tert-Butyl (1R,3S,5R)-5-((((benzyloxy)carbonyl)(2,2-dimethylhex-5-en-1-yl)amino)methyl)-3-((3,3-dimethylcyclobutyl)carbamoyl)-2-azabicyclo[3.1.0]hexane-2-carboxylate